3-(bromodifluoromethoxy)-2-chloro-6-iodopyridine BrC(OC=1C(=NC(=CC1)I)Cl)(F)F